C(C)N(CC)[Si](C(C=C)=C)(N(CC)CC)N(CC)CC tris(diethylamino)(1-methylene-2-propenyl)silane